4-chloro-7-methoxy-N-methylquinolin-6-amine ClC1=CC=NC2=CC(=C(C=C12)NC)OC